[2,3-dichloro-6-(prop-2-en-1-yloxy)phenyl](pyrazin-2-yl)methanol ClC1=C(C(=CC=C1Cl)OCC=C)C(O)C1=NC=CN=C1